C(C)(=O)C1=C2C(C(=NN(C2=CC=C1)C1=CC=C(C=C1)OC(F)(F)F)C(=O)OC)=O methyl 5-acetyl-4-oxo-1-[4-(trifluoromethoxy)phenyl]cinnoline-3-carboxylate